trans-N-(4-(aminomethyl)cyclohexyl)-2-(4-chlorophenoxy)acetamide NC[C@@H]1CC[C@H](CC1)NC(COC1=CC=C(C=C1)Cl)=O